N-(2-(4-(Dimethylamino)piperidin-1-yl)-5-(3'-methyl-2'-oxo-2',3'-dihydrospiro[cyclobutane-1,1'-pyrrolo[2,3-c]quinolin]-8'-yl)pyridin-3-yl)cyclopropanesulfonamide hydrochloride Cl.CN(C1CCN(CC1)C1=NC=C(C=C1NS(=O)(=O)C1CC1)C1=CC=2C3=C(C=NC2C=C1)N(C(C31CCC1)=O)C)C